OC1=CC=C(C=CC(=O)NC=2C(C(=O)O)=CC(=CC2)O)C=C1 N-(4'-hydroxycinnamoyl)-5-hydroxyanthranilic acid